ClC=1C=CC(=C(CNC(OC(C)(C)C)=O)C1)C=1SC(=CC1)C(C)NC1=NC(=NC2=CC(=C(C=C12)OC)OC)C tert-butyl [5-chloro-2-(5-{1-[(6,7-dimethoxy-2-methylquinazolin-4-yl)amino]-ethyl}thiophen-2-yl)benzyl]carbamate